2,2'-azobis[N-(2-carboxyethyl)-2-methylpropionamidine] dihydrate O.O.N(=NC(C(=N)NCCC(=O)O)(C)C)C(C(=N)NCCC(=O)O)(C)C